2-(4-(2-(6-fluoro-2-methylpyrazolo[1,5-a]pyrimidin-5-yl)-3-isopropyl-1H-indol-5-yl)piperidin-1-yl)-N,N-dimethylacetamide FC=1C(=NC=2N(C1)N=C(C2)C)C=2NC1=CC=C(C=C1C2C(C)C)C2CCN(CC2)CC(=O)N(C)C